(2S)-4-hydroxypyrrolidine-1,2-dicarboxylic acid O1-tert-butyl ester O2-[7-(1-octylnonyloxy)-7-oxo-heptyl] ester C(CCCCCCC)C(CCCCCCCC)OC(CCCCCCOC(=O)[C@H]1N(CC(C1)O)C(=O)OC(C)(C)C)=O